C1(=CCCC1)C1=CC=C(C=C1)\C=C\C1=CN=CS1 (E)-2-(cyclopent-1-en-1-yl)-5-(2-(thiazol-5-yl)vinyl)benzene